C(CCCC)C(=O)C methyl normal amyl ketone